N-(3-chloro-2-fluoro-phenyl)-6-(1,7-diazaspiro[3.4]octan-7-yl)pyrido[3,2-d]pyrimidin-4-amine ClC=1C(=C(C=CC1)NC=1C2=C(N=CN1)C=CC(=N2)N2CCC1(CCN1)C2)F